(-)-(S)-3-hydroxy-2-phenylpropionic acid OC[C@@H](C(=O)O)C1=CC=CC=C1